C(C(=O)[O-])(=O)[O-].[Nd+3].C(C(=O)[O-])(=O)[O-].C(C(=O)[O-])(=O)[O-].[Nd+3] Neodymium(III) oxalate